CN1N=C2C=CC(=CC2=C1)CN1CCC2(CC1)COC1=C3CN(C(C3=CC=C12)=O)C1C(NC(CC1)=O)=O 3-(1'-((2-methyl-2H-indazol-5-yl)methyl)-6-oxo-6,8-dihydro-2H,7H-spiro[furo[2,3-e]isoindole-3,4'-piperidin]-7-yl)piperidine-2,6-dione